didecyl 3-methyl-6-n-propylcyclohexane-1,2-dicarboxylate CC1C(C(C(CC1)CCC)C(=O)OCCCCCCCCCC)C(=O)OCCCCCCCCCC